[1-(fluoromethyl)pent-4-ynyl]carbamic acid tert-butyl ester C(C)(C)(C)OC(NC(CCC#C)CF)=O